Cl.N1(CCCCCC1)C=1N=C(C2=C(C=NNC2=O)N1)NC1=CC=C(C=C1)C(=O)N1CCNCC1 2-(Azepan-1-yl)-4-((4-(Piperazin-1-carbonyl)phenyl)amino)pyrimido[4,5-d]pyridazin-5(6H)-on Hydrochlorid